NC[C@@H](CN1CC(C1)(C(=O)NC=1C(=NC(=CC1)C)OC(F)F)C1=C(C=CC=C1)C(C)C)O (S)-1-(3-amino-2-hydroxypropyl)-N-(2-(difluoromethoxy)-6-methylpyridin-3-yl)-3-(2-isopropylphenyl)azetidine-3-carboxamide